C(C)(C)(C)C1=CC=C(C=C1)N(C(=O)[C@@H]1N(CC[C@H]1F)C(=O)OC(C)(C)C)C(C(=O)NC1CCCCC1)C=1C=NC=CC1 tert-butyl (2S,3R)-2-[(4-tert-butylphenyl)-[2-(cyclohexylamino)-2-oxo-1-(3-pyridyl)ethyl]carbamoyl]-3-fluoro-pyrrolidine-1-carboxylate